CN(C1=CC=NC=C1)C 4-(dimethyl-1'z-amino)pyridine